CC1(C2=C(C(C=3C=4C=CC(=CC4NC13)C(=O)N)=O)C=NC(=C2)N2CCC(CC2)(N2CCOCC2)C)C 5,5-Dimethyl-3-(4-methyl-4-morpholine-4-yl-piperidine-1-yl)-11-oxo-6,11-dihydro-5H-pyrido[4,3-b]carbazole-8-carboxylic acid amide